sodium acrylamido-2-methylpropanesulfonic acid C(C=C)(=O)NC(C(C)C)S(=O)(=O)O.[Na]